3-(But-3-enyl)-7,8-dimethylquinazolin-4(3H)-one C(CC=C)N1C=NC2=C(C(=CC=C2C1=O)C)C